4-bromo-N-hydroxy-3-methoxybenzimidamide BrC1=C(C=C(C(NO)=N)C=C1)OC